ClC=1C(=NNC1)[C@H]1[C@H](N(CCC1)C(=O)OC)CO[C@@H]1CC[C@@H](CC1)C1=CC=CC=C1 Methyl (2S,3R)-3-(4-chloro-1H-pyrazol-3-yl)-2-((((CIS)-4-phenylcyclohexyl)oxy)methyl)piperidine-1-carboxylate